(S)-1-((S)-2-methylmorpholino)propane C[C@@H]1OCCN(C1)CCC